FC1=C2C3=C(NC2=C(C=C1F)NC)N=CC(=C3N3C[C@@H](CC3)CN3CCCC3)C=3C=C1C(C(=CN(C1=NC3)C)C(=O)O)=O (S)-6-(5,6-difluoro-8-(methylamino)-4-(3-(pyrrolidin-1-ylmethyl)pyrrolidin-1-yl)-9H-pyrido[2,3-b]indol-3-yl)-1-methyl-4-oxo-1,4-dihydro-1,8-naphthyridine-3-carboxylic acid